C(C)(=O)C=1C=C(C=CC1)NC(=O)NC1=CC(=C(C=C1)OC)C=1N(N=CC1Cl)C 1-(3-Acetyl-phenyl)-3-[3-(4-chloro-2-methyl-2H-pyrazol-3-yl)-4-methoxy-phenyl]-urea